7-Acetyl-3,6-dimethyl-2-[4-(5-methylpyrimidin-2-yl)piperazin-1-yl]-3,4-dihydrothieno[3,2-d]pyrimidin-4-one C(C)(=O)C1=C(SC2=C1N=C(N(C2=O)C)N2CCN(CC2)C2=NC=C(C=N2)C)C